C1=NN=CC2=C1CC1CCC2N1 (±)-6,7,8,9-tetrahydro-5H-5,8-epiminocyclohepta[d]pyridazine